FC(CN1N=C(C(=C1)C=C)[N+](=O)[O-])F 1-(2,2-Difluoroethyl)-3-nitro-4-vinyl-1H-pyrazole